FC(C(=O)O)(F)F.NC1(CCOCC1)C(=O)N1CCN(CC1)C1=C(C(=C(C(=N1)SC(C(=O)N)C1=CC=CC=C1)C#N)CC)C#N 2-((6-(4-(4-aminotetrahydro-2H-pyran-4-carbonyl)piperazin-1-yl)-3,5-dicyano-4-ethylpyridin-2-yl)sulfanyl)-2-phenylacetamide, trifluoroacetate salt